FC1=CC=CC(N1)=O 6-fluoropyridin-2(1H)-one